FC1=CC=C(C=C1)CN[C@H](CC(=O)N1C(C2CCC1C2)C#N)C Endo-3-[(3S)-3-[(4-fluorophenyl)methylamino]butanoyl]-3-azabicyclo[2.2.1]heptane-2-carbonitrile